C(C)N(C(C(=O)OCC(F)(F)F)=O)C(C)C1=CC=C(C=C1)S(F)(F)(F)(F)F 2,2,2-trifluoroethyl 2-[ethyl-[1-[4-(pentafluoro-sulfanyl)phenyl]ethyl]amino]-2-oxo-acetate